C(C)(=O)OC1=CC=C(C=C1)N(C(=O)C=1C=C(N2CCCCC12)C1=CC2=C(OCO2)C=C1C(=O)N1CC2=CC=CC=C2C[C@H]1CN1CCOCC1)CC1=CC(=CC=C1)C(N)=O (S)-4-(N-(3-carbamoylbenzyl)-3-(6-(3-(morpholinomethyl)-1,2,3,4-tetrahydroisoquinoline-2-carbonyl)benzo[d][1,3]dioxol-5-yl)-5,6,7,8-tetrahydroindolizine-1-carboxamido)phenyl acetate